ClC=1C=C(C=CC1CN1C=NC(=C1)F)[C@@H]1[C@H](C1)C(=O)O (1S,2S)-2-(3-chloro-4-((4-fluoro-1H-imidazol-1-yl)methyl)phenyl)cyclopropane-1-carboxylic acid